OB(C1=CC=C(OCC(=O)O)C=C1)O [p-(dihydroxyboryl)phenoxy]acetic acid